azetidine iodide [I-].N1CCC1